C(C)C=1C(=C2C=C(N=CC2=C(N1)NC)C1(CC1)C(=O)N)I (6-ethyl-5-iodo-8-(methylamino)-2,7-naphthyridin-3-yl)cyclopropanecarboxamide